2-(4-(6-((6-(3-cyclopropyl-1H-1,2,4-triazol-1-yl)pyridin-3-yl)methoxy)pyridin-2-yl)-2,5-difluorobenzyl)-1-(2-methoxyethyl)-1H-benzo[d]imidazole-6-carboxylic acid C1(CC1)C1=NN(C=N1)C1=CC=C(C=N1)COC1=CC=CC(=N1)C1=CC(=C(CC2=NC3=C(N2CCOC)C=C(C=C3)C(=O)O)C=C1F)F